CC1=C(C=C2C(=NNC2=C1)C=1C=NN(C1)C)C1C[C@@H]2[C@@H](CN(C2)C2CS(CCC2)(=O)=O)C1 3-((3aR,5r,6aS)-5-(6-methyl-3-(1-methyl-1H-pyrazol-4-yl)-1H-indazol-5-yl)hexahydrocyclopenta[c]pyrrol-2(1H)-yl)tetrahydro-2H-thiopyran 1,1-dioxide